4-(benzo-1,3-dioxolan-5-ylmethoxy)benzaldehyde O1COC2=C1C=CC(=C2)COC2=CC=C(C=O)C=C2